6-(4-amino-2,6-dimethylphenoxy)-3,4-dihydro-isoquinolin-1(2H)-one NC1=CC(=C(OC=2C=C3CCNC(C3=CC2)=O)C(=C1)C)C